2-bromobenzene-1,3,5-tri-nitrile BrC1=C(C=C(C=C1C#N)C#N)C#N